3,6-difluoro-4-iodoaniline FC=1C=C(N)C(=CC1I)F